tert-butyl (R)-4-(11-(3-chloro-4-fluorophenyl)-3-methoxy-6-oxo-10-(trifluoromethyl)-3,4-dihydro-2H,6H-[1,4]thiazepino[2,3,4-ij]quinazolin-8-yl)piperazine-1-carboxylate ClC=1C=C(C=CC1F)C1=C(C=C2C(=NC(N3C2=C1SC[C@@H](C3)OC)=O)N3CCN(CC3)C(=O)OC(C)(C)C)C(F)(F)F